FC=1C=CC(=C(C1)C(=O)N1CCN(CC1)CC1=C(N=C2N1C=CC=C2)C2=CC=C(C=C2)F)OC (5-fluoro-2-methoxyphenyl)(4-{[2-(4-fluorophenyl)imidazo[1,2-a]pyridin-3-yl]methyl}piperazin-1-yl)methanone